tert-butyl (3-(3-cyclopropyl-4-(quinoxalin-2-yl)-1H-pyrazol-1-yl)cyclobutyl)carbamate C1(CC1)C1=NN(C=C1C1=NC2=CC=CC=C2N=C1)C1CC(C1)NC(OC(C)(C)C)=O